3-[2-[[4-[5-(difluoromethyl)-1,3,4-oxadiazol-2-yl]phenyl]methyl]tetrazol-5-yl]aniline FC(C1=NN=C(O1)C1=CC=C(C=C1)CN1N=C(N=N1)C=1C=C(N)C=CC1)F